CC1=NC(=NC(=C1)C(F)(F)F)N1CCN(CC1)S(=O)(=O)C1=CC=C(C=C1)NC(=O)C=1C=C2C(=NC1)CNC2 N-[4-[4-[4-methyl-6-(trifluoromethyl)pyrimidin-2-yl]piperazin-1-yl]sulfonylphenyl]-6,7-dihydro-5H-pyrrolo[3,4-b]pyridine-3-carboxamide